1,3-dipentyl-2-methylindene C(CCCC)C1C(=C(C2=CC=CC=C12)CCCCC)C